2-(4-(difluoromethyl)cyclohex-1-en-1-yl)-4,4,5,5-tetramethyl-1,3,2-dioxaborolane FC(C1CC=C(CC1)B1OC(C(O1)(C)C)(C)C)F